5-(3-fluoro-4-(phenylethynyl)phenoxy)-1H-1,2,3-triazole-4-carboxylic acid FC=1C=C(OC2=C(N=NN2)C(=O)O)C=CC1C#CC1=CC=CC=C1